ClC1=NC=CC2=CC=CC(=C12)C#N 1-chloroisoquinoline-8-carbonitrile